(R)-N-(3-fluoro-4-((3-((1-hydroxypropan-2-yl)amino)-1H-pyrazolo[3,4-b]pyridin-4-yl)oxy)phenyl)-1-methyl-3-oxo-2-phenyl-2,3-dihydro-1H-pyrazole-4-carboxamide FC=1C=C(C=CC1OC1=C2C(=NC=C1)NN=C2N[C@@H](CO)C)NC(=O)C=2C(N(N(C2)C)C2=CC=CC=C2)=O